methyl 3-amino-6-bromo-5-methylsulfonyl-pyridine-2-carboxylate NC=1C(=NC(=C(C1)S(=O)(=O)C)Br)C(=O)OC